tert-butyl 4-[3-(methylamino)propyl]piperazine-1-carboxylate CNCCCN1CCN(CC1)C(=O)OC(C)(C)C